8-(2,1,3-benzothiadiazol-5-yl)-N-(4-methanesulfonylpyridin-3-yl)quinoxalin-6-amine N=1SN=C2C1C=CC(=C2)C=2C=C(C=C1N=CC=NC21)NC=2C=NC=CC2S(=O)(=O)C